FC=1C(=C(C(=O)N)C=C(C1F)CC1=C(C(=CC=C1)NS(=O)(=O)CCC)F)NC1=C(C=C(C=C1)I)F 3,4-difluoro-2-(2-fluoro-4-iodoanilino)-5-[[2-fluoro-3-(propylsulfonylamino)phenyl]methyl]benzamide